1-(3-(diethylamino)propyl) 3,5-bis(8-oxo-8-((3-pentyloctyl)oxy)octyl) benzene-1,3,5-tricarboxylate C1(=CC(=CC(=C1)C(=O)OCCCCCCCC(OCCC(CCCCC)CCCCC)=O)C(=O)OCCCCCCCC(OCCC(CCCCC)CCCCC)=O)C(=O)OCCCN(CC)CC